C(N)(O[C@H]1[C@H](CCC2=CC=CC(=C12)F)OC(N)=O)=O (1R,2S)-8-fluoro-1,2,3,4-tetrahydronaphthalen-1,2-diyl dicarbamate